CS(=O)(=O)O.C(C([2H])([2H])[2H])(C1=C(C=C(C(=C1)O)F)C1=CC=C2C(=NNC2=C1)C1=NC2=C(N1)CN(C2)[C@H]2N(CCC2O)C(=O)N2[C@@H](C(CC2)O)N2CC=1NC(=NC1C2)C2=NNC1=CC(=CC=C21)C2=C(C=C(C(=C2)F)O)C(C([2H])([2H])[2H])([2H])[2H])([2H])[2H] (S)-(2-(6-(2-(ethyl-d5)-5-fluoro-4-hydroxyphenyl)-1H-indazol-3-yl)-4,6-dihydropyrrolo[3,4-d]imidazol-5(1H)-yl)(3-hydroxypyrrolidin-1-yl)ketone methanesulfonate